2-[4-[1-[4-(2-hydroxyethoxy)-3,5-bis(naphthalen-2-yl)-phenyl]-1-methyl-ethyl]-2,6-bis(naphthalen-2-yl)-phenoxy]ethanol OCCOC1=C(C=C(C=C1C1=CC2=CC=CC=C2C=C1)C(C)(C)C1=CC(=C(OCCO)C(=C1)C1=CC2=CC=CC=C2C=C1)C1=CC2=CC=CC=C2C=C1)C1=CC2=CC=CC=C2C=C1